(R)-(4-(1-aminoethyl)cyclohexyl)carbamic acid tert-butyl ester C(C)(C)(C)OC(NC1CCC(CC1)[C@@H](C)N)=O